N-(benzofuran-5-ylmethyl)-7-(3,4-dichlorobenzoyl)-2-(4-methoxyphenyl)-3-oxo-6,8-dihydro-5H-imidazo[1,5-a]pyrazine-1-carboxamide O1C=CC2=C1C=CC(=C2)CNC(=O)C=2N(C(N1C2CN(CC1)C(C1=CC(=C(C=C1)Cl)Cl)=O)=O)C1=CC=C(C=C1)OC